(1E,4Z,6e)-1,7-Bis(1,4-Dimethoxy-3-methylnaphthalene-2-yl)-5-Hydroxyhepta-1,4,6-trien-3-one COC1=C(C(=C(C2=CC=CC=C12)OC)C)\C=C\C(\C=C(\C=C\C1=C(C2=CC=CC=C2C(=C1C)OC)OC)/O)=O